2-(3-(2-methoxyethoxy)propyl)-6-((2-methyl-6-(trifluoromethyl)-1,2-dihydropyridin-3-yl)sulfonyl)-2,6-diazaspiro[3.3]heptane COCCOCCCN1CC2(C1)CN(C2)S(=O)(=O)C=2C(NC(=CC2)C(F)(F)F)C